(R)-N-(amino(2-(2-hydroxypropan-2-yl)thiazol-5-yl)(oxo)-λ6-sulfaneylidene)-2-(2-cyclopropyl-4-fluoro-6-(trifluoromethyl)phenyl)acetamide N[S@](=NC(CC1=C(C=C(C=C1C(F)(F)F)F)C1CC1)=O)(=O)C1=CN=C(S1)C(C)(C)O